COC1=C(C(=NC=C1)C[S@@](=O)C1=NC2=C(N1)C=CC=C2)C (R)-2-((4-methoxy-3-methylpyridine-2-yl)methylsulfinyl)-1H-benzimidazole